(R)-5-{4-[4-(6-fluorobenzo[d]isoxazol-3-yl)piperidine-1-carbonyl]phenyl}-5-methylimidazolidine-2,4-dione FC1=CC2=C(C(=NO2)C2CCN(CC2)C(=O)C2=CC=C(C=C2)[C@@]2(C(NC(N2)=O)=O)C)C=C1